[N+](=O)([O-])CCC(=O)N 3-nitropropionamide